C1(=CC=CC=C1)C1=NC=CC=C1C(=O)O 2-Phenyl-3-picolinic acid